C1(=CC=CC=C1)N(CC(=O)O)C1=CC=CC=C1 2-(diphenylamino)acetic acid